C(C)(C)(C)OC(NC1=C2C(N(C(=NC2=CC=C1)C=1C=NC=CC1)C)=O)=O (3-methyl-4-oxo-2-(pyridin-3-yl)-3,4-dihydro-quinazolin-5-yl)carbamic acid tert-butyl ester